C1(CC1)C1=CC(=NN1)NC1=NC(=NC=C1)N1CC2(CC(C1)C2)C(C)NC N-(5-Cyclopropyl-1H-pyrazol-3-yl)-2-[1-[1-(methylamino)ethyl]-3-azabicyclo[3.1.1]heptan-3-yl]pyrimidin-4-amine